penta-methyl-1,3-diethyl-cyanobenzene CC1(C(C(C(C=C1)(CC)C)(C#N)C)(CC)C)C